N'-(4-chlorophenyl)-2-methylquinoline-6-carbohydrazide ClC1=CC=C(C=C1)NNC(=O)C=1C=C2C=CC(=NC2=CC1)C